(R)-3-((4-((5,5-dimethyl-2,4-dioxo-3-(4-(1-(trifluoromethyl)cyclopropyl)phenyl)imidazolidin-1-yl)methyl)pyridin-2-yl)amino)butanenitrile CC1(C(N(C(N1CC1=CC(=NC=C1)N[C@@H](CC#N)C)=O)C1=CC=C(C=C1)C1(CC1)C(F)(F)F)=O)C